[Li+].C12CN(CC2C1)C1=NC=C(C(=N1)C)CN1N=NC(=C1)C(=O)[O-] 1-[(2-{3-azabicyclo[3.1.0]hex-3-yl}-4-methylpyrimidin-5-yl)methyl]-1H-1,2,3-triazole-4-carboxylic acid, lithium salt